FC1=CC=C(C=C1)C1NC2=CC=CC=C2C(N1)=O 2-(4-fluorophenyl)-2,3-dihydroquinazolin-4(1H)-one